methyl (2S)-2-{5-chloro-2-[2-(methanesulfonyloxy) ethyl] benzenesulfonamido}-3-(6-fluoro-2,3-dimethylphenyl)butanoate ClC=1C=CC(=C(C1)S(=O)(=O)N[C@H](C(=O)OC)C(C)C1=C(C(=CC=C1F)C)C)CCOS(=O)(=O)C